CC1(C=C(C(=O)O1)O)C 5-dimethyl-3-hydroxy-2(5H)-furanone